BrC1=C(OC2=CC(=NC=C2)C#N)C(=CC(=C1C)[N+](=O)[O-])F 4-(2-bromo-6-fluoro-3-methyl-4-nitrophenoxy)picolinonitrile